1-ethynyl-3-(methoxymethoxy)naphthalene C(#C)C1=CC(=CC2=CC=CC=C12)OCOC